N4-(3-(dimethylamino)propyl)-N2-(3-fluorophenethyl)quinazoline-2,4-diamine CN(CCCNC1=NC(=NC2=CC=CC=C12)NCCC1=CC(=CC=C1)F)C